5-(4,4,5,5-tetramethyl-1,3,2-dioxaborolan-2-yl)-1,3-benzoxazol-2(3H)-one CC1(OB(OC1(C)C)C=1C=CC2=C(NC(O2)=O)C1)C